(1-Methyl-5-nitro-1H-imidazol-2-yl)methyl (4-methoxy-2-methylphenyl)(3-methyl-2-oxo-1-(tetrahydro-2H-pyran-4-yl)-2,3-dihydro-1H-imidazo[4,5-c]pyridin-6-yl)carbamate COC1=CC(=C(C=C1)N(C(OCC=1N(C(=CN1)[N+](=O)[O-])C)=O)C1=CC2=C(C=N1)N(C(N2C2CCOCC2)=O)C)C